ClC=1C=C(C=CC1Cl)C=1C=CN2C1C(N(C=C2)CC(=O)N2CC(C2)(CF)F)=O 8-(3,4-dichlorophenyl)-2-(2-(3-fluoro-3-(fluoromethyl)azetidin-1-yl)-2-oxoethyl)pyrrolo[1,2-a]pyrazin-1(2H)-one